N-(5-(((R)-1-(6-(dimethylamino)thiazolo[4,5-b]pyridin-2-yl)pyrrolidin-3-yl)amino)-1,3,4-thiadiazol-2-yl)-2-methoxy-2-phenylacetamide CN(C=1C=C2C(=NC1)N=C(S2)N2C[C@@H](CC2)NC2=NN=C(S2)NC(C(C2=CC=CC=C2)OC)=O)C